C[C@H]1CN(C[C@H](N1)C)C1=NC=C(C=2N=C(N=CC21)OC)C(=O)NC=2C=C(C=1N(C2)C=C(N1)C)F 5-[(3S,5R)-3,5-dimethylpiperazin-1-yl]-N-(8-fluoro-2-methyl-imidazo[1,2-a]pyridin-6-yl)-2-methoxy-pyrido[4,3-d]pyrimidine-8-carboxamide